FC1=C(C=CC=C1)C(C#N)(C)C 2-(2-fluorophenyl)-2-methylpropanenitrile